FC(C(O)C=1C=CC=[N+](C1)[O-])(F)F 5-(2,2,2-trifluoro-1-hydroxyethyl)pyridine 1-oxide